N-(methoxymethyl)acrylamide 3-(2-((1,17-bis(2-octylcyclopropyl)heptadecan-9-yl)oxy)-2-oxoethyl)cyclopentyl-4-(dimethylamino)butanoate C(CCCCCCC)C1C(C1)CCCCCCCCC(CCCCCCCCC1C(C1)CCCCCCCC)OC(CC1CC(CC1)OC(CCCN(C)C)=O)=O.COCNC(C=C)=O